O=C1NC(CCC1N1C(C2=CC=CC(=C2C1=O)F)=O)=O 2-(2,6-dioxo-3-piperidyl)-4-fluoro-isoindole-1,3-dione